(S)-ethyl 8-(2-amino-6-((R)-1-(5-chloro-3',4'-difluoro-[1,1'-biphenyl]-2-yl)-2,2,2-trifluoroethoxy)pyrimidin-4-yl)-2,8-diazaspiro[4.5]decane-3-carboxylate NC1=NC(=CC(=N1)N1CCC2(C[C@H](NC2)C(=O)OCC)CC1)O[C@@H](C(F)(F)F)C1=C(C=C(C=C1)Cl)C1=CC(=C(C=C1)F)F